ClCC1=NC2=C(N1CC1OCC1)C=CC=C2 2-(chloromethyl)-1-(oxetan-2-ylmethyl)-1H-benzo[d]imidazole